(7-methoxy-4-((2-chloro-6-morpholinylpyrimidin-4-yl)amino)quinazolin-6-yl)glutaramide COC1=C(C=C2C(=NC=NC2=C1)NC1=NC(=NC(=C1)N1CCOCC1)Cl)C(C(=O)N)CCC(=O)N